COC([C@H](N(C)C(=O)OC(C)(C)C)CCOC1CCCCC1)=O N-(tert-butoxycarbonyl)-O-cyclohexyl-N-methyl-D-homoserine methyl ester